C(C)C1=C(C(C(=O)O)=CC(=C1)Br)OCC=O.C(C)(C)(C)C1=C(C(O)=CC=C1)O Tert-Butyl-Catechol Ethyl-2-oxo-ethyl-5-bromo-salicylate